5-chloro-2,3,4-trifluorobenzoyl chloride ClC=1C(=C(C(=C(C(=O)Cl)C1)F)F)F